1,1,1,3,3,3-Hexafluoropropan-2-yl (±)-1-(thiazol-5-ylcarbamoyl)-6-azaspiro[2.5]octan-6-carboxylat S1C=NC=C1NC(=O)[C@@H]1CC12CCN(CC2)C(=O)OC(C(F)(F)F)C(F)(F)F |r|